(S)-N-(3-(6-Amino-5-(2-(but-2-ynamido)propoxy)pyrimidin-4-yl)-5-fluoro-2-methylphenyl)-4-cyclopropyl-2-fluorobenzamide NC1=C(C(=NC=N1)C=1C(=C(C=C(C1)F)NC(C1=C(C=C(C=C1)C1CC1)F)=O)C)OC[C@H](C)NC(C#CC)=O